benzyl 3-(N-(tert-Butoxycarbonyl)-2-(4-methylpiperazin-1-yl) ethylsulphonylamino)-4-methoxybenzoate C(C)(C)(C)OC(=O)N(C=1C=C(C(=O)OCC2=CC=CC=C2)C=CC1OC)S(=O)(=O)CCN1CCN(CC1)C